ClC1=C(C(=CC=C1)N1CCN(CC1)C(C)C)NC(=O)N1CCC(CC1)(C)C=1SC(=CN1)C1CC1 N-{2-chloro-6-[4-(propan-2-yl)piperazine-1-yl]phenyl}-4-(5-cyclopropyl-1,3-thiazol-2-yl)-4-methylpiperidine-1-carboxamide